2-chloro-3,4-dimethyl-5-(trifluoromethyl)pyridine ClC1=NC=C(C(=C1C)C)C(F)(F)F